N-(7-(hydroxyamino)-7-oxoheptyl)-4-(naphthalen-2-yl)tetrahydro-2H-pyran-4-carboxamide ONC(CCCCCCNC(=O)C1(CCOCC1)C1=CC2=CC=CC=C2C=C1)=O